6-(1-cyclopropyl-6-fluoro-1H-indol-4-yl)-2-methoxy-8-(piperidine-1-carbonyl)-1,6-naphthyridin-5(6H)-one C1(CC1)N1C=CC2=C(C=C(C=C12)F)N1C(C=2C=CC(=NC2C(=C1)C(=O)N1CCCCC1)OC)=O